4-(2-{[(2r,7as)-2-fluoro-hexahydro-1H-pyrrolizin-7a-yl]methoxy}-8-fluoro-4-[2-(hydroxymethyl)morpholin-4-yl]pyrido[4,3-d]pyrimidin-7-yl)-5-ethynyl-6-fluoronaphthalen-2-ol F[C@@H]1C[C@@]2(CCCN2C1)COC=1N=C(C2=C(N1)C(=C(N=C2)C2=CC(=CC1=CC=C(C(=C21)C#C)F)O)F)N2CC(OCC2)CO